2-((4-methoxyphenyl) amino)-4-phenylbutyrate COC1=CC=C(C=C1)NC(C(=O)[O-])CCC1=CC=CC=C1